[N+](=O)([O-])C=1C=C(C=CC1)N=C=S 3-nitrophenylisothiocyanate